rac-(7R)-7-methyl-7-propyl-N-[rac-(3S)-5-methyl-4-oxo-2,3-dihydro-1,5-benzoxazepin-3-yl]-5H-furo[3,4-d]pyrimidine-2-carboxamide C[C@@]1(OCC2=C1N=C(N=C2)C(=O)N[C@H]2COC1=C(N(C2=O)C)C=CC=C1)CCC |r|